3-methyl-2-benzothiazoline hydrazone CN\1C2=CC=CC=C2S/C1=N\N